bis[4-(3-maleimidophenoxy)phenyl]ketone C1(C=CC(N1C=1C=C(OC2=CC=C(C=C2)C(=O)C2=CC=C(C=C2)OC2=CC(=CC=C2)N2C(C=CC2=O)=O)C=CC1)=O)=O